N-(4-(5-(4-methoxyphenyl)isoxazol-3-yl)phenyl)methanesulfonamide COC1=CC=C(C=C1)C1=CC(=NO1)C1=CC=C(C=C1)NS(=O)(=O)C